Ethyl (S)-2-(4-chloro-6-((6,7-dihydro-5H-cyclopenta[b]pyridin-5-yl)oxy)benzo[b]thiophen-3-yl)acetate ClC1=CC(=CC=2SC=C(C21)CC(=O)OCC)O[C@H]2CCC1=NC=CC=C12